(5S)-1-(5-bromo-2-methoxyphenyl)-3-fluoroadamantane BrC=1C=CC(=C(C1)C12CC3(C[C@@H](CC(C1)C3)C2)F)OC